2-((3-(5-(7H-pyrrolo[2,3-d]pyrimidin-4-yl)pyridin-2-yl)-3,6-diazabicyclo[3.1.1]heptan-6-yl)methyl)-5-methylphenol N1=CN=C(C2=C1NC=C2)C=2C=CC(=NC2)N2CC1N(C(C2)C1)CC1=C(C=C(C=C1)C)O